CC1CC(C1)(C1=NN=CN1C)C=1C=C(C=CC1)C1=NN2C(C=CC=C2C(=O)N)=C1 3-[(1r,3s)-3-methyl-1-(4-methyl-1,2,4-triazol-3-yl)cyclobutyl]phenylpyrazolo[1,5-a]pyridine-7-carboxamide